FC(S(=O)(=O)C=1C=C(C=CC1)NC(=O)C1=C(C=CC=C1)NC(OC(C)(C)C)=O)(F)F tert-Butyl (2-((3-((trifluoromethyl)sulfonyl)phenyl)carbamoyl) phenyl)carbamate